(2-((3,4-Dichloro-2-(2-nitrovinyl)phenoxy)methoxy)ethyl)trimethylsilane ClC=1C(=C(OCOCC[Si](C)(C)C)C=CC1Cl)C=C[N+](=O)[O-]